C(=O)C=1C=C(C=CC1C(=O)OC)N1CCN(CC1)C(=O)OC(C)(C)C tert-butyl 4-(3-formyl-4-(methoxyformyl)phenyl)piperazine-1-carboxylate